2-({4-[2-(4-chloro-2-fluorophenyl)-2-methyl-1,3-benzodioxol-4-yl]piperidin-1-yl}methyl)-1-[2-(2-oxopyrrolidin-1-yl)ethyl]-1H-benzimidazole-6-carboxylic acid ClC1=CC(=C(C=C1)C1(OC2=C(O1)C=CC=C2C2CCN(CC2)CC2=NC1=C(N2CCN2C(CCC2)=O)C=C(C=C1)C(=O)O)C)F